(R)-1-(6-aminopyridin-3-yl)-6-chloro-7-(2-(((3-chloro-6-methoxypyridin-2-yl)oxy)methyl)-4,4-dimethylpyrrolidin-1-yl)-4-oxo-1,4-dihydroquinoline-3-carboxylic acid NC1=CC=C(C=N1)N1C=C(C(C2=CC(=C(C=C12)N1[C@H](CC(C1)(C)C)COC1=NC(=CC=C1Cl)OC)Cl)=O)C(=O)O